C(C(=O)O)(=O)O.C(C=C)(=O)NC=1C(=CC(=C(C1)NC1=NC=C(C(=N1)C1=CN(C2=CC=CC=C12)C)C(=O)OC(C)C)OC)N(C)CCN(C)C isopropyl 2-((5-acrylamido-4-((2-(dimethylamino)ethyl) (methyl)amino)-2-methoxyphenyl)amino)-4-(1-methyl-1H-indol-3-yl)pyrimidine-5-carboxylate oxalate